O=C(C(=O)NC=1C2=C(C=NC1)C=NN2)N2[C@H](CC[C@@H](C2)C)C=2C=CC1=CN(N=C1C2)CCN(C)C oxo-N-(1H-pyrazolo[4,3-c]pyridin-7-yl)-2-[(2R,5S)-2-[2-[2-(dimethylamino)ethyl]indazol-6-yl]-5-methyl-1-piperidyl]acetamide